4-(Difluoromethoxy)-2-((4-(6-((4-(difluoromethyl)-2-fluorobenzyl)oxy)pyridin-2-yl)piperidin-1-yl)methyl)-1-methyl-1H-benzo[d]imidazole FC(OC1=CC=CC=2N(C(=NC21)CN2CCC(CC2)C2=NC(=CC=C2)OCC2=C(C=C(C=C2)C(F)F)F)C)F